FC=1C(=C(C=CC1F)[C@H]1[C@H](O[C@@]([C@@H]1C)(C(F)(F)F)C)C(=O)NC1=CC(=NC=C1F)C(=O)N)OC 4-[[(2S,3S,4R,5S)-3-(3,4-Difluoro-2-methoxy-phenyl)-4,5-dimethyl-5-(trifluoromethyl)tetrahydrofuran-2-carbonyl]amino]-5-fluoro-pyridin-2-carboxamid